N(CC(=O)O)NC(\C=C/C(=O)O)=O N-Glycinomaleamic acid